chloro-4-(4-fluoro-2-methylphenyl)pyridin-3-amine ClC1=NC=CC(=C1N)C1=C(C=C(C=C1)F)C